FC(C(=O)O)(F)F.N1CCC(CC1)CCCN1C(C2=CC=CC=C2C1=O)=O 2-(3-(piperidin-4-yl)propyl)isoindoline-1,3-dione 2,2,2-trifluoroacetate